methyl 1-(4-(ethoxycarbonyl)-2-nitrophenyl)-1H-pyrrole-2-carboxylate C(C)OC(=O)C1=CC(=C(C=C1)N1C(=CC=C1)C(=O)OC)[N+](=O)[O-]